C1(CC1)C1=CC=CC(=N1)C(CNC(=O)C1=NOC(=C1)C1=C(C=C(C=C1)F)F)(C)C=1C=NN(C1)C N-[2-(6-cyclopropyl-2-pyridyl)-2-(1-methylpyrazol-4-yl)propyl]-5-(2,4-difluorophenyl)isoxazole-3-carboxamide